COC(=O)C=1C(=CC=CC1F)C1=CC=CC=C1 fluoro-[1,1'-biphenyl]-2-carboxylic acid methyl ester